(7R,8Ar,10aR)-7-iodo-8,8,10a-trimethyl-3-pentyl-6,7,8a,9-tetrahydro-5H-xanthen-1-ol I[C@@H]1CC[C@]2(OC=3C=C(C=C(C3C[C@@H]2C1(C)C)O)CCCCC)C